ClC=1C=CC(=C(C1)C=1C=CC=[N+](C1)[O-])N1N=NC(=C1)C(F)(F)F 5-(5-chloro-2-(4-(trifluoromethyl)-1H-1,2,3-triazol-1-yl)phenyl)pyridine 1-oxide